3-((1H-1,2,4-triazol-1-yl)methyl)-5-(3-(2'-fluoro-[1,1'-biphenyl]-4-yl)propyl)-1,2,4-oxadiazole N1(N=CN=C1)CC1=NOC(=N1)CCCC1=CC=C(C=C1)C1=C(C=CC=C1)F